6-chloro-3-(methoxymethyl)-8-(4-methylpiperazin-1-yl)quinoline ClC=1C=C2C=C(C=NC2=C(C1)N1CCN(CC1)C)COC